N-((5-fluoro-2-formyl-1H-indol-6-yl)methyl)-4-oxo-4H-pyrido[1,2-a]pyrimidine-2-carboxamide FC=1C=C2C=C(NC2=CC1CNC(=O)C=1N=C2N(C(C1)=O)C=CC=C2)C=O